bis[indolyl]phosphine chloride [Cl-].N1C(=CC2=CC=CC=C12)PC=1NC2=CC=CC=C2C1